CN(C=1C=C(OCCOCC=2N=C(OC2)N(CC2=CC=C(C=C2)N2CCOCC2)CC2=CC(=CC=C2)OC)C=CC1)C 4-((2-(3-(dimethylamino)phenoxy)ethoxy)methyl)-N-(3-methoxybenzyl)-N-(4-morpholinobenzyl)oxazol-2-amine